methyl (S)-3-(6-(2,5-difluorophenyl)-4-((3-(trifluoromethyl)phenyl)sulfonyl)-3,4-dihydro-2H-benzo[b][1,4]oxazin-2-yl)propanoate FC1=C(C=C(C=C1)F)C1=CC2=C(O[C@H](CN2S(=O)(=O)C2=CC(=CC=C2)C(F)(F)F)CCC(=O)OC)C=C1